N-((3-(1,5-dimethyl-1H-pyrazol-3-yl)-4'-fluoro-[1,1'-biphenyl]-4-yl)methyl)acrylamide CN1N=C(C=C1C)C=1C=C(C=CC1CNC(C=C)=O)C1=CC=C(C=C1)F